C(CC)C12CCC(CC1)C2 propylnorbornane